6-methylpyrazolo[1,5-a]pyridine-7-carbonitrile CC=1C=CC=2N(C1C#N)N=CC2